C(C)C1=CC=2N=NC(=CC2NC1=O)C(=O)OCCCC butyl 7-ethyl-6-oxo-5,6-dihydropyrido[3,2-c]pyridazine-3-carboxylate